sodium 3-cyano-6-ethyl-2-oxo-1,2-dihydro-1,7-naphthyridin-4-ol C(#N)C=1C(NC2=CN=C(C=C2C1O)CC)=O.[Na]